(5-(4-Bromophenyl)-1,3,4-oxadiazol-2-yl)methanol BrC1=CC=C(C=C1)C1=NN=C(O1)CO